C(CCCCCCCCCCCCCCCCCCCC)=O Henicosanal